9-methyl-4-(piperidin-4-yl)-3,4,7,15-tetraazatricyclo[12.3.1.02,6]Octadecan-1(18),2,5,14,16-pentaen-8-one CC1C(NC2=CN(N=C2C=2C=CN=C(CCCC1)C2)C2CCNCC2)=O